C(C1=CC=CC=C1)O[C@@H]1[C@H](N(CC[C@H]1OCC1=CC=CC=C1)C)COCC1=CC=CC=C1 (2R,3R,4R)-3,4-bis(benzyloxy)-2-((benzyloxy)methyl)-1-methylpiperidine